1-((5-(3-bromophenyl)isoxazol-3-yl)methyl)piperidin-4-ol tert-butyl-N-tert-butoxycarbonyl-N-[4-(5-methyl-2-thienyl)-2-nitro-phenyl]carbamate C(C)(C)(C)CC(C)(C)OC(=O)N(C(=O)OC1CCN(CC1)CC1=NOC(=C1)C1=CC(=CC=C1)Br)C1=C(C=C(C=C1)C=1SC(=CC1)C)[N+](=O)[O-]